OC(C)(P([O-])([O-])=O)P([O-])([O-])=O 1-hydroxy-ethylidene-bisphosphonate